C(C)NC1=CC(=CC(=N1)N1C(C2=CC=CC(=C2C1)C(F)(F)F)=O)C1=C(C=C(C=C1)F)C1=NN=CN1C 2-[6-(ethylamino)-4-[4-fluoro-2-(4-methyl-1,2,4-triazol-3-yl)phenyl]pyridin-2-yl]-4-(trifluoromethyl)-3H-isoindol-1-one